tert-Butyl 3-ethynyl-5-fluoro-1H-indole-1-carboxylate C(#C)C1=CN(C2=CC=C(C=C12)F)C(=O)OC(C)(C)C